4-((3-Chloro-4-(pyridin-2-ylmethoxy)phenyl)amino)-5-(3-fluoropropoxy)quinoline ClC=1C=C(C=CC1OCC1=NC=CC=C1)NC1=CC=NC2=CC=CC(=C12)OCCCF